[SbH]1[SbH][SbH][SbH]1 cyclotetrastibane